(S)-1-(oxetan-2-ylmethyl)-2-((4-(6-(isoquinolin-7-ylmethoxy)pyridin-2-yl) Piperidin-1-yl)methyl)-1H-benzo[d]imidazole-6-carboxylate O1[C@@H](CC1)CN1C(=NC2=C1C=C(C=C2)C(=O)[O-])CN2CCC(CC2)C2=NC(=CC=C2)OCC2=CC=C1C=CN=CC1=C2